N-{(3S,4S)-1-[(R)-2-hydroxypropyl]-3-methyl-4-piperidyl}-6-[3-(4-mesyl-2-anisidino)-1-propynyl]-1-(2,2,2-trifluoroethyl)-1H-1,3-benzimidazole-4-carboxamide O[C@@H](CN1C[C@@H]([C@H](CC1)NC(=O)C1=CC(=CC=2N(C=NC21)CC(F)(F)F)C#CCNC=2C(OC)=CC=C(C2)S(=O)(=O)C)C)C